5-amino-N-{7-[3-aminopiperidin-1-yl]thieno[3,2-b]pyridin-6-yl}-2-(2,6-difluorophenyl)-1,3-thiazole-4-carboxamide NC1=C(N=C(S1)C1=C(C=CC=C1F)F)C(=O)NC=1C(=C2C(=NC1)C=CS2)N2CC(CCC2)N